[3-[6-[(3S)-3-Hydroxy-3-(trifluoromethyl)pyrrolidin-1-yl]-3-pyridyl]azetidin-1-yl]-[(3S)-3-(1H-1,2,4-triazol-5-yl)pyrrolidin-1-yl]methanone O[C@@]1(CN(CC1)C1=CC=C(C=N1)C1CN(C1)C(=O)N1C[C@H](CC1)C1=NC=NN1)C(F)(F)F